[N+](=O)([O-])C=1C=CC(=NC1)N1N=C(C=C1)C=C 5-nitro-2-(3-vinylpyrazol-1-yl)pyridine